C[C@H]1CC[C@@H](N(C1)C(=O)OC(C)(C)C)C1=CC(=CC=C1)OCC1CCN(CC1)C (2R,5S)-tert-butyl 5-methyl-2-(3-((1-methylpiperidin-4-yl)methoxy)phenyl)piperidine-1-carboxylate